C1(=CC=CC=C1)C[C@H](C)N1C=NC(=C1)C(=O)O 1-[(2S)-1-phenylpropan-2-yl]-1H-imidazole-4-carboxylic acid